3-bromo-4-fluoro-1H-pyrazole trifluoroacetate salt FC(C(=O)O)(F)F.BrC1=NNC=C1F